10-(2-(2-((1S,4S)-2-oxa-5-azabicyclo[2.2.1]heptan-5-yl)ethoxy)ethyl)-3,7-di(1H-indazol-5-yl)-10H-dipyrido[3,2-b:2',3'-e][1,4]oxazine [C@@H]12OC[C@@H](N(C1)CCOCCN1C3=C(OC4=C1N=CC(=C4)C=4C=C1C=NNC1=CC4)C=C(C=N3)C=3C=C4C=NNC4=CC3)C2